methyl 1H-pyrazolo[5,4-b]pyridine-5-carboxylate N1N=CC=2C1=NC=C(C2)C(=O)OC